2-(4-aminophenyl)ethyl alcohol NC1=CC=C(C=C1)CCO